bis-sec-butylamino-difluoro-silane C(C)(CC)N[Si](F)(F)NC(C)CC